FC(C=1C(=C(C=CC1)[C@@H](C)NC=1C2=C(N=C(N1)C)N=C(C(=C2)C(=O)N(C([2H])([2H])[2H])C([2H])([2H])[2H])N2CCCC2)F)F (R)-4-((1-(3-(difluoromethyl)-2-fluorophenyl)ethyl)amino)-2-methyl-N,N-bis(methyl-d3)-7-(pyrrolidin-1-yl)pyrido[2,3-d]pyrimidine-6-carboxamide